methyl 6-[4-[(tert-butoxycarbonylamino)methyl]anilino]-5-nitro-pyridine-3-carboxylate C(C)(C)(C)OC(=O)NCC1=CC=C(NC2=C(C=C(C=N2)C(=O)OC)[N+](=O)[O-])C=C1